IC1=CC(=C(C=C1OC)CCNCC1=C(C=CC=C1)OC)OC 2-(4-iodo-2,5-dimethoxyphenyl)-N-[(2-methoxyphenyl)methyl]ethanamine